ClC1=CC(=C(C(=C1)CO)C=1C=CC=2N(C1)C=C(N2)NC(=O)C2C(C2)F)F N-(6-(4-chloro-2-fluoro-6-(hydroxymethyl)phenyl)imidazo[1,2-a]pyridin-2-yl)-2-fluorocyclopropane-1-carboxamide